Cl.Cl.N[C@H](C(=O)OCC1=CC(=NC(=C1)Cl)Cl)CC1=CC=NC=C1 (2,6-Dichloropyridin-4-yl)methyl (S)-2-amino-3-(pyridin-4-yl)propanoate dihydrochloride